C(C1=CC=CC=C1)N1CCC(CC1)CC(=O)N1CCC(CC1)OS(=O)(=O)C 1-(1-benzyl-4-piperidylacetyl)-4-methanesulfonyloxy-piperidine